7-(6-((3aR,6aS)-5-Methylhexahydropyrrolo[3,4-c]pyrrol-2(1H)-yl)pyridazin-3-yl)isoquinolin-6-ol CN1C[C@@H]2[C@H](C1)CN(C2)C2=CC=C(N=N2)C2=C(C=C1C=CN=CC1=C2)O